(di((2-ethylhexyl)oxy)phosphoryl)butyric acid C(C)C(COP(=O)(OCC(CCCC)CC)C(C(=O)O)CC)CCCC